C(C1=CC=CC=C1)SC1=CC(=C2C=NNC2=C1)F 6-(benzylthio)-4-fluoro-1H-indazole